FC1=CC(=C(C=C1)NC1=C(C(=O)NC=2C(=NC=CC2)OC)C=CC(=C1)C(F)(F)F)C 2-((4-fluoro-2-methylphenyl)-amino)-N-(2-methoxypyridin-3-yl)-4-(trifluoromethyl)-benzamide